NC1=NC=NC=2N(C=3C=CC=C(C3C21)C(=O)OCC)CC(=O)N2[C@@H]1C[C@@H]1C[C@H]2C(NC2=NC(=CC=C2)Br)=O ethyl 4-amino-9-(2-((1R,3S,5R)-3-((6-bromopyridin-2-yl)carbamoyl)-2-azabicyclo[3.1.0]hexan-2-yl)-2-oxoethyl)-9H-pyrimido[4,5-b]indole-5-carboxylate